(S)-4-(2-(4-Phenylthiazol-2-yl)-2-pivalamidoethyl)phenylsulfamic acid C1(=CC=CC=C1)C=1N=C(SC1)[C@H](CC1=CC=C(C=C1)NS(O)(=O)=O)NC(C(C)(C)C)=O